(S)-2-((R)-7-(tert-butoxycarbonyl)-4-oxo-1-oxa-3,7-diazaspiro[4.4]non-3-yl)-3-methylbutyric acid C(C)(C)(C)OC(=O)N1C[C@@]2(C(N(CO2)[C@H](C(=O)O)C(C)C)=O)CC1